6-((Benzyl(methyl)amino)methyl)-N2-(3-methoxyphenyl)pyrimidine-2,4-diamine C(C1=CC=CC=C1)N(C)CC1=CC(=NC(=N1)NC1=CC(=CC=C1)OC)N